2-{4-[4-(diphenylmethyl)piperazin-1-yl]-3-nitro-2-oxo-1,2-dihydro-1,5-naphthyridin-1-yl}acetic acid ethyl ester C(C)OC(CN1C(C(=C(C2=NC=CC=C12)N1CCN(CC1)C(C1=CC=CC=C1)C1=CC=CC=C1)[N+](=O)[O-])=O)=O